N-(3,4-difluorobenzyl)-2,2-dimethoxyethan-1-amine FC=1C=C(CNCC(OC)OC)C=CC1F